zinc bis2,3-pyridinedicarboxylic acid N1=C(C(=CC=C1)C(=O)O)C(=O)O.N1=C(C(=CC=C1)C(=O)O)C(=O)O.[Zn]